C(#N)CC1CCC(CC1)N1C(=NC=2C1=C1C(=NC2)NC=C1)C(=O)NC1COC1 1-((1r,4r)-4-(cyanomethyl)cyclohexyl)-N-(oxetan-3-yl)-1,6-dihydroimidazo[4,5-d]pyrrolo[2,3-b]pyridine-2-carboxamide